NC1CCC(CC1)C1=NN(C=C1C=1C=NC(=NC1)NC1CC2=CC=CC=C2C1)CC(=O)N1CC2=C(CC1)NN=N2 2-[3-(4-aminocyclohexyl)-4-{2-[(2,3-dihydro-1H-inden-2-yl)amino]pyrimidin-5-yl}-1H-pyrazol-1-yl]-1-{1H,4H,5H,6H,7H-[1,2,3]triazolo[4,5-c]pyridin-5-yl}ethan-1-one